5-(((1R)-1-(2-(aminomethyl)-5-fluoro-2-methyl-2,3-dihydrobenzofuran-7-yl)ethyl)amino)pyrazolo[1,5-a]pyrimidine-3-carboxylic acid NCC1(OC2=C(C1)C=C(C=C2[C@@H](C)NC2=NC=1N(C=C2)N=CC1C(=O)O)F)C